OC1C2=C3CCC(C2CC1)C3 hydroxytricyclo[5.2.1.02,6]decene